BrC=1C=C(C=CC1)N(C(OCC1=CC=CC=C1)=O)C benzyl N-(3-bromophenyl)-N-methyl-carbamate